COC1=CC=C(C=C1)N1CC2(CC1)CCN(CC2)C2=C(C(N(C1=CC=CC=C21)C)=O)C#N 4-[2-(4-methoxyphenyl)-2,8-diazaspiro[4.5]decan-8-yl]-1-methyl-2-oxo-1,2-dihydroquinoline-3-carbonitrile